FC1(CN(CC1)C1=NC=CC(=C1NC(C1=CN=C(C=C1)N1CCCC1)=O)I)F N-(2-(3,3-difluoropyrrolidin-1-yl)-4-iodopyridin-3-yl)-6-(pyrrolidin-1-yl)nicotinamide